Kalium gold(I) sulfit S(=O)([O-])[O-].[Au+].[K+]